N[C@@H](CCC(N)=O)C(=O)OC=1C=CC2=C(C1)OC(C=1C2N2N(CC1)C(N(C2=O)C2=CC=C(C=C2)C(C)=O)=O)(C)C 2-(4-acetylphenyl)-7,7-dimethyl-1,3-dioxo-2,3,5,12b-tetrahydro-1H,7H-chromeno[4,3-c][1,2,4]triazolo[1,2-a]pyridazin-10-yl L-glutaminate